C(C(C)(C)C)(=O)OC1=CC=2CCCC(C2C(=C1)Br)CC 4-Bromo-5-ethyl-5,6,7,8-tetrahydronaphthalen-2-yl pivalate